2-(3-bromo-5-(trifluoromethyl)benzylidene)-6-hydroxybenzofuran-3(2H)-one BrC=1C=C(C=C2OC3=C(C2=O)C=CC(=C3)O)C=C(C1)C(F)(F)F